N,N,N,N-tetramethyl-p-phenylenediamine CN(C)C1=CC=C(C=C1)N(C)C